2-{[(S)-3-methyl-1-piperidyl]methyl}-6-(6-cyclopropyl-4-{4-fluoro-2-[(3-fluoro-1-azetidinyl)carbonyl]phenyl}-2-pyridyl)-1,6-dihydro-1,4,6-triaza-7-indenone C[C@@H]1CN(CCC1)CC=1NC=2C(N(C=NC2C1)C1=NC(=CC(=C1)C1=C(C=C(C=C1)F)C(=O)N1CC(C1)F)C1CC1)=O